(S)-3-(2-((1-(4-methoxybenzyl)-5-(trifluoromethyl)-1,6-dihydropyridazin-4-yl)(methyl)amino)propoxy)propionic acid COC1=CC=C(CN2N=CC(=C(C2)C(F)(F)F)N([C@H](COCCC(=O)O)C)C)C=C1